tert-butyl (R)-(1-(2-(1-(2-hydroxy-2-methylpropyl)-1H-indol-2-yl)-1-methyl-5-oxo-1,5,7,8-tetrahydro-6H-imidazo[4,5-g]isoquinolin-6-yl)propan-2-yl)carbamate OC(CN1C(=CC2=CC=CC=C12)C1=NC=2C(=CC=3CCN(C(C3C2)=O)C[C@@H](C)NC(OC(C)(C)C)=O)N1C)(C)C